[C-]#N.[Te-2].[K+] potassium telluride cyanide